C(C)(C)(C)OC(=O)N1N=C(C=C1)O[C@H]1[C@H](C1)C(F)(F)F 3-((cis)-2-(trifluoromethyl)cyclopropyloxy)-1H-pyrazole-1-carboxylic acid tert-butyl ester